N[C@@H](C1CCN(CC1)C(=O)OC(C)(C)C)C1=CC=C(C=C1)Cl tert-butyl 4-[(S)-amino-(4-chlorophenyl)methyl]piperidine-1-carboxylate